FC1=CC=C(OC2=CC=C(CC=3N=C(OC3C)C3=CC=C(C#N)C=C3)C=C2)C=C1 4-(4-(4-(4-fluorophenoxy)benzyl)-5-methyloxazol-2-yl)benzonitrile